chloro-N-(2,2,2-trifluoroethyl)-N-(3-((1-(trifluoromethyl)cyclopropyl)ethynyl)phenyl)-[1,2,4]triazolo[4,3-a]quinazolin-5-amine ClC1=NN=C2N1C1=CC=CC=C1C(=N2)N(C2=CC(=CC=C2)C#CC2(CC2)C(F)(F)F)CC(F)(F)F